N1CCC(CC1)C1=NC=C(C=C1)C(F)(F)F 2-(piperidin-4-yl)-5-(trifluoromethyl)pyridine